CN(C)CC1CN(CCC1(O)C=1C=C(C(=O)N)C=CC1)CCC1=CC=CC=C1 syn-3-(3-((dimethylamino)methyl)-4-hydroxy-1-phenethylpiperidin-4-yl)benzamide